FC(OC1=C(C(=C(NC=2C3=C(N=CN2)C=C(C(=N3)N3[C@@H]2CN([C@H](C3)C2)C(C=C)=O)F)C=C1)F)F)F 1-[(1S,4S)-5-[4-[4-(difluoromethoxy)-2,3-difluoro-anilino]-7-fluoro-pyrido[3,2-d]pyrimidin-6-yl]-2,5-diazabicyclo[2.2.1]heptan-2-yl]prop-2-en-1-one